C(C)OC(=O)[C@H]1[C@@H]2C(C[C@H]([C@@H]1NC(=O)OCC1=CC=CC=C1)CC2)(F)F (1R,2S,3S,4R)-3-(((benzyloxy)carbonyl)amino)-6,6-difluorobicyclo[2.2.2]octane-2-carboxylic acid ethyl ester